1-(5-tert-butyl-2H-pyrazol-3-yl)-3-{4-[5-(2-hydroxy-ethoxyl)-benzimidazol-1-yl]-phenyl}urea C(C)(C)(C)C=1C=C(NN1)NC(=O)NC1=CC=C(C=C1)N1C=NC2=C1C=CC(=C2)OCCO